C(C)(C)(C)OC(N[C@H]1[C@@H](CC(C2=CC(=C(C=C12)F)F)(C)C)O)=O |r| rac-((1R,2R)-6,7-difluoro-2-hydroxy-4,4-dimethyl-1,2,3,4-tetrahydronaphthalen-1-yl)carbamic acid tert-butyl ester